BrC=1C=C(C(=NC1)OC)NS(=O)(=O)C1=C(C=C(C=C1F)F)F N-(5-bromo-2-methoxypyridin-3-yl)-2,4,6-trifluorobenzenesulfonamide